5-(acetylamino)pyridine-2-carboxyamide C(C)(=O)NC=1C=CC(=NC1)CC(=O)N